O.[Si]([O-])([O-])([O-])[O-].[Al+3].[Ca+2] calcium aluminum SILICATE HYDRATE